(1-carbamoyl-cyclobutyl)-5-((2-fluorobenzyl)oxy)-2-methylbenzofuran-3-carboxamide C(N)(=O)C1(CCC1)C1=C(C=CC2=C1C(=C(O2)C)C(=O)N)OCC2=C(C=CC=C2)F